4-(5-amino-3-(trifluoromethyl)-1H-pyrazol-1-yl)benzonitrile NC1=CC(=NN1C1=CC=C(C#N)C=C1)C(F)(F)F